4-phenyl-2-(p-tolyl)-2H-benzo[e][1,3]oxazin-3(4H)-ol C1(=CC=CC=C1)C1N(C(OC2=C1C=CC=C2)C2=CC=C(C=C2)C)O